BrC1=C2CN(C(C2=CC(=C1)NC1COC1)=O)C1CCC(CC1)C(=O)NC1=CC(=C(C=C1)C)OC (1s,4s)-4-(4-Bromo-6-(oxetan-3-ylamino)-1-oxoisoindolin-2-yl)-N-(3-methoxy-4-methylphenyl)cyclohexanecarboxamide